ClC1=CC=C(OC2=CC(=C(C=C2)[C@](CN2N=CN=C2)(C)O)C(F)(F)F)C=C1 (S)-2-[4-(4-chlorophenoxy)-2-trifluoromethylphenyl]-1-(1,2,4-triazol-1-yl)propan-2-ol